C1=C(C=CC2=CC=CC=C12)C1=NC2=C3N=CC=C(C3=CC=C2C(=C1)C1=CC=CC=C1)C1=CC=CC=C1 2-(naphthalene-2-yl)-4,7-diphenyl-1,10-phenanthroline